4-cyano-N-[2-(4,4-dimethylcyclohexen-1-yl)-6-[1,5-dimethyl-8-oxabicyclo[3.2.1]oct-2-en-3-yl]-1-oxido-pyridin-1-ium-3-yl]-1-(2-trimethylsilylethoxymethyl)imidazole-2-carboxamide C(#N)C=1N=C(N(C1)COCC[Si](C)(C)C)C(=O)NC=1C(=[N+](C(=CC1)C1=CC2(CCC(C1)(O2)C)C)[O-])C2=CCC(CC2)(C)C